tert-butyl (3S)-3-((tert-butoxycarbonyl)amino)-4-((2-(3-((4R)-2-(4-methoxybenzyl)-5,5-dimethyl-1,3-dioxane-4-carboxamido)propanamido)ethyl)thio)-4-oxobutanoate C(C)(C)(C)OC(=O)N[C@@H](CC(=O)OC(C)(C)C)C(=O)SCCNC(CCNC(=O)[C@@H]1OC(OCC1(C)C)CC1=CC=C(C=C1)OC)=O